FC(C(C(C(C(F)(F)F)(F)F)(OC)F)(C(F)(F)F)F)(F)F 1,1,1,2,3,4,4,5,5,5-decafluoro-3-methoxy-2-trifluoromethyl-pentane